tert-butyl 4-[[(4-phenylpiperidine-4-carbonyl)amino]methyl]piperidine-1-carboxylate C1(=CC=CC=C1)C1(CCNCC1)C(=O)NCC1CCN(CC1)C(=O)OC(C)(C)C